6-(4-formyl-5-methoxy-1H-pyrazol-1-yl)-4-methylpyridine-3-carbonitrile C(=O)C=1C=NN(C1OC)C1=CC(=C(C=N1)C#N)C